methyl (1r,4r)-4-(((5-(3-bromo-2-chlorophenyl)-3-methoxypyrazin-2-yl)methyl)(methyl)amino)cyclohexane-1-carboxylate BrC=1C(=C(C=CC1)C=1N=C(C(=NC1)CN(C1CCC(CC1)C(=O)OC)C)OC)Cl